(R or S)-2-(3-((S or R)-1-(((S)-((S)-5-cyano-1,2,3,4-tetrahydroquinolin-3-yl)(phenyl)methyl)amino)propan-2-yl)phenyl)propanoic acid C(#N)C1=C2C[C@@H](CNC2=CC=C1)[C@@H](C1=CC=CC=C1)NC[C@@H](C)C=1C=C(C=CC1)[C@H](C(=O)O)C |o1:21,29|